ClC=1C=C(C=CC1)C1=NC2=C(N1C(C(=O)NC1CCCCC1)C1CCC1)C=C(C=C2)OC 2-[2-(3-chloro-phenyl)-6-methoxy-benzoimidazol-1-yl]-2-cyclobutyl-N-cyclohexyl-acetamide